2-Chloro-4-methylpyrimidin-5-amine ClC1=NC=C(C(=N1)C)N